4H-thieno[2,3-b]benzothiopyran-4-one S1C=CC2=C1SC1=C(C2=O)C=CC=C1